N-cyclopentyl-3-(5'-(methylsulfonamido)spiro[cyclohexane-1,3'-indoline]-1'-carbonyl)benzenesulfonamide C1(CCCC1)NS(=O)(=O)C1=CC(=CC=C1)C(=O)N1CC2(C3=CC(=CC=C13)NS(=O)(=O)C)CCCCC2